CN(C1=CC(=C(C=N1)C=1C=C2C=C(NC2=CC1)C1=CC=C(C=C1)NC([C@H]1N(CCC1)C(CC1=CC=CC=C1)=O)=O)C)C N-(4-{5-[6-(dimethylamino)-4-methylpyridin-3-yl]-1H-indol-2-yl}phenyl)-1-(phenylacetyl)-L-prolinamide